OCCCN1C=[N+](C(=C1)CCCO)CCCO 1,3,4-tris(3-hydroxypropyl)imidazolium